propargyl alpha-fluoropyridineacetate FC(C(=O)OCC#C)C1=NC=CC=C1